(R)-2-((9-(6-aminopyrimidin-4-yl)-6H-dibenzo[b,d]pyran-3-yl)oxy)-1-morpholinopropan-1-one NC1=CC(=NC=N1)C=1C=CC2=C(C3=C(OC2)C=C(C=C3)O[C@@H](C(=O)N3CCOCC3)C)C1